C(CC1=CC=CC=C1)N1CCOC2=C(C1)C=CC(=C2)C2=CC=CC=C2 4-phenethyl-8-phenyl-3,4-dihydrobenzo[f][1,4]oxazepin